Tert-Butyl 1-methyl-3-phenyl-4,5,7,8-tetrahydropyrazolo[3,4-d]azepine-6(1H)-carboxylate CN1N=C(C2=C1CCN(CC2)C(=O)OC(C)(C)C)C2=CC=CC=C2